2-methylfuro[3,2-c]pyridin-4-ol CC1=CC=2C(=NC=CC2O1)O